(5-Fluoro-6-(trifluoromethyl)pyridin-3-yl)methyl (1-hydroxy-7-methyl-1,3-dihydrobenzo[c][1,2]oxaborole-6-carbonyl)-L-valinate OB1OCC2=C1C(=C(C=C2)C(=O)N[C@@H](C(C)C)C(=O)OCC=2C=NC(=C(C2)F)C(F)(F)F)C